COC(=O)C1=CN(C2=C1C=NC(=C2)Br)C(=O)OC(C)(C)C 6-Bromopyrrolo[3,2-c]pyridine-1,3-dicarboxylic Acid O1-tert-butyl ester O3-methyl ester